(3-pyridinyl)-2-[[4-(4-pyridinyl)piperazin-1-yl]methyl]-1H-indole N1=CC(=CC=C1)N1C(=CC2=CC=CC=C12)CN1CCN(CC1)C1=CC=NC=C1